O.O.O.[N+](=O)([O-])C1(N=NN=N1)C(=O)O.[N+](=O)([O-])C1(N=NN=N1)C(=O)O.[N+](=O)([O-])C1(N=NN=N1)C(=O)O tris(5-nitrotetrazolate) Trihydrate